5-[4-[2-(1-[[2,6-dimethoxy-4-(2-methyl-1-oxo-2,7-naphthyridin-4-yl)phenyl]methyl]piperidin-4-yl)ethyl]piperazin-1-yl]-2-(2,6-dioxopiperidin-3-yl)isoindole-1,3-dione COC1=C(C(=CC(=C1)C1=CN(C(C2=CN=CC=C12)=O)C)OC)CN1CCC(CC1)CCN1CCN(CC1)C=1C=C2C(N(C(C2=CC1)=O)C1C(NC(CC1)=O)=O)=O